toluene di(methyl carbamate) CNC(O)=O.CNC(O)=O.CC1=CC=CC=C1